F[C@H](CNC1=NC=C(C(=N1)NC1CCC(CC1)O)C1=NN(C=C1)C)CC (1S,4r)-4-((2-(((S)-2-fluorobutyl)amino)-5-(1-methyl-1H-pyrazol-3-yl)pyrimidin-4-yl)amino)cyclohexan-1-ol